rac-(3R,5R)-5-{2-[(4-sulfamoylphenyl)amino]pyrimidin-5-yl}oxolan-3-yl N-isopropylcarbamate C(C)(C)NC(O[C@H]1CO[C@H](C1)C=1C=NC(=NC1)NC1=CC=C(C=C1)S(N)(=O)=O)=O |r|